hexadecyl 3,5-diisobutyl-4-hydroxybenzoate C(C(C)C)C=1C=C(C(=O)OCCCCCCCCCCCCCCCC)C=C(C1O)CC(C)C